NC1CCN(CC1)C1=C(N=NC=C1C1=CC(=CC(=C1)C)F)C=1NC2=C(C=CC=C2C1)C#N 2-[4-(4-aminopiperidin-1-yl)-5-(3-fluoro-5-methylphenyl)pyridazin-3-yl]-1H-indole-7-carbonitrile